N-(2-aminoethyl)-2-[(2R)-4-[2-(6-aminopyridin-3-yl)-4-fluorobenzoyl]-2-ethylpiperazin-1-yl]-5-(2-ethoxypyridin-3-yl)benzamide NCCNC(C1=C(C=CC(=C1)C=1C(=NC=CC1)OCC)N1[C@@H](CN(CC1)C(C1=C(C=C(C=C1)F)C=1C=NC(=CC1)N)=O)CC)=O